C(C1=CC=CC=C1)OC1CCC(CC1)N1N=C(C=C1)C(F)F 1-(4-benzyloxycyclohexyl)-3-(difluoromethyl)pyrazole